(5-(((7-(8-ethylnaphthalen-1-yl)-2-((tetrahydro-1H-pyrrolizin-7a(5H)-yl)methoxy)-5,6,7,8-tetrahydropyrido[3,4-d]pyrimidin-4-yl)amino)methyl)-4H-1,2,4-triazol-3-yl)methanol C(C)C=1C=CC=C2C=CC=C(C12)N1CC=2N=C(N=C(C2CC1)NCC=1NC(=NN1)CO)OCC12CCCN2CCC1